tert-butyl ((1S,3S)-3-aminocyclohexyl)carbamate N[C@@H]1C[C@H](CCC1)NC(OC(C)(C)C)=O